ClC1=C(C=C(C=C1)NC(=O)N1[C@H](CCC1)C(=O)NC1=CC=C(C=N1)C=1C=C(C(=O)O)C=CC1)C(F)(F)F 3-{6-[(1-{[4-chloro-3-(trifluoromethyl)phenyl]carbamoyl}-D-prolyl)amino]pyridin-3-yl}benzoic acid